C(C)NC=1N=CC2=C(N1)NC=C2C=2C=CC=1N(C2)C=CN1 N-Ethyl-5-(imidazo[1,2-a]pyridin-6-yl)-7H-pyrrolo[2,3-d]pyrimidin-2-amine